C1=C(C=CC2=CC=CC=C12)[C@H](C)N (S)-1-(2-naphthyl)ethylamine